FC1=C(C(=CC=C1)F)C=1NC2=C(C3=C(N1)C=C(C=C3)OC)N(N=C2)C2OCCCC2 5-(2,6-difluorophenyl)-8-methoxy-1-(tetrahydro-2H-pyran-2-yl)-1,4-dihydrobenzo[d]pyrazolo[3,4-f][1,3]diazepine